6-(2-(5-bromo-2-(trifluoromethyl)pyridin-4-yl)-2,6-diazaspiro[3.4]octan-6-yl)-1-(oxetan-3-yl)-1H-pyrazolo[3,4-b]pyrazine BrC=1C(=CC(=NC1)C(F)(F)F)N1CC2(C1)CN(CC2)C2=CN=C1C(=N2)N(N=C1)C1COC1